2-(4-(4-((2,6-dioxopiperidin-3-yl)oxy)-2-(fluorosulfonyl)phenyl)piperidin-1-yl)acetic acid O=C1NC(CCC1OC1=CC(=C(C=C1)C1CCN(CC1)CC(=O)O)S(=O)(=O)F)=O